BrCC(=O)C=1N=C(SC1)C1=CC=C(C=C1)F 2-bromo-1-(2-(4-fluorophenyl)thiazol-4-yl)ethan-1-one